FC1=CC=C(C=C1)C1=CC=C(C=C1)C1(CC1)NC(=O)N1CCN2CCC1CC2 N-[1-(4'-fluorobiphenyl-4-yl)cyclopropyl]-1,4-diazabicyclo[3.2.2]nonane-4-carboxamide